C1(CC1)[C@@H](C(=O)N)CC(=O)N([C@H]1C2=C(CN3N(C1=O)CCC3)C=CC=C2)C2=CC(=NN2C)C(N[C@H](CF)C)=O (S)-2-Cyclopropyl-N4-(3-(((S)-1-fluoropropan-2-yl)carbamoyl)-1-methyl-1H-pyrazol-5-yl)-N'-((S)-11-oxo-2,3,10,11-tetrahydro-1H,5H-benzo[d]pyrazolo[1,2-a][1,2]diazepin-10-yl)succinamide